4-(5-(2-bromoethoxy)-7-(trifluoromethyl)-1H-benzo[d]imidazol-1-yl)pyrrolidin-2-one BrCCOC1=CC2=C(N(C=N2)C2CC(NC2)=O)C(=C1)C(F)(F)F